3-methyl-5-isopropylphenyl-6-hydroxycoumarone CC=1C=C(C=C(C1)C(C)C)C=1OC2=CC(=CC=C2C1)O